OC(C(=O)O)(CC)C 2-hydroxy-2-methylbutyric acid